N1(CCCCC1)CC(=O)N1CCC2(C(C2)CNC(=O)C2=CC=3C(=CN=CC3)O2)CC1 N-[[6-[2-(1-piperidyl)acetyl]-6-azaspiro[2.5]octan-2-yl]methyl]furo[2,3-c]pyridine-2-carboxamide